methyl 2-({9-[1-(4-chloro-2-fluorophenyl)ethyl]-1,2,3,4-tetrahydrobenzo[4,5]imidazo[1,2-a]pyrazin-2-yl}methyl)-3-{[(2S)-oxetan-2-yl]methyl}benzo[d]imidazole-5-carboxylate ClC1=CC(=C(C=C1)C(C)C1=CC=CC2=C1N=C1N2CCN(C1)CC=1N(C2=C(N1)C=CC(=C2)C(=O)OC)C[C@H]2OCC2)F